4,8-dichloro[1]benzofuro[3,2-d]pyrimidine ClC=1C2=C(N=CN1)C1=C(O2)C=CC(=C1)Cl